C1(=CC=CC=C1)P(C1=CC=CC=C1)CC(C)(CP(C1=CC=CC=C1)C1=CC=CC=C1)CP(C1=CC=CC=C1)C1=CC=CC=C1 1,1,1-Tris(diphenylphosphinomethyl)ethan